NC=1N(C(=CC1)C)C1C(=C(C=CC1(C)OCC1(CC1)NCC)O)C 2-Amino-6-((1-(ethylamino)cyclopropyl)methoxy)-1-(3-hydroxy-2,6-dimethylphenyl)-5-methyl-1H-pyrrole